COC1=C(N)C=CC(=C1)N1CCCCC1 2-methoxy-4-(1-piperidyl)aniline